1-(4-((7-methoxy-4-((2-methoxy-5-(4-methylthiophen-2-yl)phenyl)amino)quinazolin-6-yl)oxy)piperidine-1-yl)prop-2-en-1-one COC1=C(C=C2C(=NC=NC2=C1)NC1=C(C=CC(=C1)C=1SC=C(C1)C)OC)OC1CCN(CC1)C(C=C)=O